FC(C(=O)O)(F)F.FC(C(=O)O)(F)F.ClC=1C=C2C(=NC(=NC2=C(C1C1=CC(=CC2=CC=CC=C12)O)F)N1CC(C1)N(C)C)C1(CNC1)C(=O)N (S or R)-3-(6-chloro-2-(3-(dimethylamino)azetidin-1-yl)-8-fluoro-7-(3-hydroxynaphthalen-1-yl)quinazolin-4-yl)azetidin-3-carboxamide bistrifluoroacetate